FCC1(CC=CCC1)C(=O)[O-] 1-(fluoromethyl)cyclohex-3-ene-1-carboxylate